C(C1=CC=CC=C1)N1CCC2(CC1)OCC1=CC(=CC=C12)C#N benzyl-3H-spiro[isobenzofuran-1,4'-piperidine]-5-carbonitrile